C(C)(C)(C)OC(=O)N1CCC(CC1)C=1C=NN(C1)C=1C=C2C(N(CC2=C(C1)F)C(C(NC=1SC=CN1)=O)C1=C2N(C=N1)CCC2)=O 4-[1-[2-[1-(6,7-dihydro-5H-pyrrolo[1,2-c]imidazol-1-yl)-2-oxo-2-(thiazol-2-ylamino)ethyl]-7-fluoro-3-oxo-isoindolin-5-yl]pyrazol-4-yl]piperidine-1-carboxylic acid tert-butyl ester